bromo-1,1':3',1''-terphenyl-2'-carboxylic acid BrC1=C(C=CC=C1)C1=C(C(=CC=C1)C1=CC=CC=C1)C(=O)O